ClC1=CC=CC(=N1)N(C)CC1(CC1)C(=O)OC methyl 1-(((6-chloropyridin-2-yl)(methyl)amino)methyl)cyclopropane-1-carboxylate